2-[5-bromo-2-(3-chloro-2-pyridyl)pyrazol-3-yl]-10-methylpyrido[2,3-g][3,1]benzoxazin-4-one BrC=1C=C(N(N1)C1=NC=CC=C1Cl)C1=NC2=C(C(O1)=O)C=C1C(=C2C)C=CC=N1